5-(3-aminoprop-1-yn-1-yl)-N-(2-aminopyridin-4-yl)furan-2-carboxamide NCC#CC1=CC=C(O1)C(=O)NC1=CC(=NC=C1)N